CON=CC=1C(=C2C(NC(=NN2C1CCC)C1=C(C=CC(=C1)S(=O)(=O)N1CCN(CC1)CCO)OCC)=O)C 2-(2-ethoxy-5-((4-(2-hydroxyethyl)piperazin-1-yl)sulfonyl)phenyl)-5-methyl-4-oxo-7-propyl-3,4-dihydropyrrolo[2,1-f][1,2,4]triazine-6-carbaldehyde O-methyloxime